N(=[N+]=[N-])C[C@@H]1[C@@H]([C@H]([C@H]2OC(OC[C@H]2O1)(C)C)N1N=NC(=C1)C1=CC(=C(C(=C1)F)F)F)OC 1-((4aR,6R,7R,8R,8aR)-6-(azidomethyl)-7-methoxy-2,2-dimethylhexahydropyrano[3,2-d][1,3]dioxin-8-yl)-4-(3,4,5-trifluorophenyl)-1H-1,2,3-triazole